(2,8-dimethylimidazo[1,2-b]pyridazin-6-yl)boronic acid CC=1N=C2N(N=C(C=C2C)B(O)O)C1